C(CCCCCCCCCCCCC)(=O)OC[C@@H](OC(CCCCCCCCCCCCCCCCCCCCCCCCC)=O)COP(=O)([O-])OCC[N+](C)(C)C 1-tetradecanoyl-2-hexacosanoyl-sn-glycero-3-phosphocholine